3-methoxy-5-(5-morpholinobenzo[d]thiazol-2-yl)benzene-1,2-diol COC1=C(C(=CC(=C1)C=1SC2=C(N1)C=C(C=C2)N2CCOCC2)O)O